2,4-bis-butenyloxytetrafluorocyclotriphosphazene racemic-methyl-2-(((benzyloxy)carbonyl)(methyl)amino)-4,4-difluorobicyclo[3.1.0]hexane-1-carboxylate COC(=O)C12C(CC(C2C1)(F)F)N(C)C(=O)OCC1=CC=CC=C1.C(=CCC)OP1(=NP(=NP(=N1)(OC=CCC)F)(F)F)F